ClC=1C(=C(C(=O)N(C)C)C=C(N1)N(C)CC1CCCC1)C=O 2-chloro-6-((cyclopentylmethyl)(methyl)amino)-3-formyl-N,N-dimethylisonicotinamide